NC1=C(C=C(C=C1)NC(C1=C(C=CC(=C1)Cl)O)=O)Cl N-(4-Amino-3-chlorophenyl)-5-chloro-2-hydroxybenzamide